4-(((R)-1-amino-1-oxopropan-2-yl)amino)-6-(3-cyanopyrrolo[1,2-b]pyridazin-7-yl)-N-((R)-2-fluoro-3-hydroxy-3-methylbutyl)nicotinamide NC([C@@H](C)NC1=CC(=NC=C1C(=O)NC[C@H](C(C)(C)O)F)C1=CC=C2N1N=CC(=C2)C#N)=O